N-(3,3'',5,5''-tetra-1-butyl-1,1':3',1''-terphenyl-5'-yl)-N-(4-cyclohexylphenyl)-9,9-dimethyl-9H-fluoren-2-amine C(CCC)C=1C=C(C=C(C1)CCCC)C1=CC(=CC(=C1)N(C1=CC=2C(C3=CC=CC=C3C2C=C1)(C)C)C1=CC=C(C=C1)C1CCCCC1)C1=CC(=CC(=C1)CCCC)CCCC